CC12OOC34C(CC1)C(CCC3C(C(OC4O2)C(=O)N)C)C 3,6,9-trimethyldecahydro-12H-3,12-epoxypyrano[4,3-j][1,2]benzodioxepine-10-carboxamide